ClC=1C(=C2C=NNC2=C(C1F)OC(F)(F)F)C1=CC=2N(C=C1)N=C(C2)NC(=O)C2C(C2)F N-(5-(5-chloro-6-fluoro-7-(trifluoromethoxy)-1H-indazol-4-yl)pyrazolo[1,5-a]pyridin-2-yl)-2-fluorocyclopropane-1-carboxamide